FC1=C(C(=CC2=CN(N=C12)C)C=1N=C2C=CC(=NC2=CC1)N1CC(CC1)N(C(OC(C)(C)C)=O)C1CC(C1)F)O tert-butyl (1-(6-(7-fluoro-6-hydroxy-2-methyl-2H-indazol-5-yl)-1,5-naphthyridin-2-yl)pyrrolidin-3-yl)((1r,3r)-3-fluorocyclobutyl)carbamate